tert-butyl (S)-(3-amino-2-((tert-butyldimethylsilyl)oxy)propyl)carbamate NC[C@@H](CNC(OC(C)(C)C)=O)O[Si](C)(C)C(C)(C)C